N-(3-(5-carbamimidoylthiophen-3-yl)phenyl)-2-((4-chlorophenyl)amino)-2-methylpropanamide C(N)(=N)C1=CC(=CS1)C=1C=C(C=CC1)NC(C(C)(C)NC1=CC=C(C=C1)Cl)=O